3-(5-cyclopropoxypyridin-2-yl)-N-(3-methyl-pyridin-2-yl)-1,2,4-thiadiazol-5-amine C1(CC1)OC=1C=CC(=NC1)C1=NSC(=N1)NC1=NC=CC=C1C